5-((5-(4-hydroxyphenyl)-1H-pyrazol-3-yl)amino)benzo[d]oxazol-2(3H)-one OC1=CC=C(C=C1)C1=CC(=NN1)NC=1C=CC2=C(NC(O2)=O)C1